1-(6-(4-(6-bromoquinazolin-4-yl)-2-fluorophenyl)-2,6-diazaspiro[3.3]heptan-2-yl)ethan-1-one BrC=1C=C2C(=NC=NC2=CC1)C1=CC(=C(C=C1)N1CC2(CN(C2)C(C)=O)C1)F